FC(CO)(C)F 2,2-DIFLUOROPROPAN-1-OL